ClC=1N=C(SC1C(=O)NC[C@H](C(=O)N[C@H]1C2=C(CN3N(C1=O)CCC3)C(=CC=C2)F)C2CC2)C 4-Chloro-N-((R)-2-cyclopropyl-3-(((S)-6-fluoro-11-oxo-2,3,10,11-tetrahydro-1H,5H-benzo[d]pyrazolo[1,2-a][1,2]diazepin-10-yl)amino)-3-oxopropyl)-2-methylthiazole-5-carboxamide